2-(2-(diphenylphosphino)phenyl)-4-isopropyl-4,5-dihydro-oxazole C1(=CC=CC=C1)P(C1=C(C=CC=C1)C=1OCC(N1)C(C)C)C1=CC=CC=C1